Cl[Si](CCC(F)(F)F)(Cl)Cl trichloro(3,3,3-trifluoropropyl)-silane